3-methyl-2-[2-(1,4-oxazepan-4-yl)-[1,2,4]triazolo[1,5-a]pyrimidin-5-yl]-5-(trifluoromethyl)phenol CC=1C(=C(C=C(C1)C(F)(F)F)O)C1=NC=2N(C=C1)N=C(N2)N2CCOCCC2